2-(3-(1-(adamantan-1-ylmethyl)-5-methyl-1H-pyrazol-4-yl)-6-(8-(benzo[d]thiazol-2-ylcarbamoyl)-3,4-dihydroisoquinolin-2(1H)-yl)picolinamido)acetic acid C12(CC3CC(CC(C1)C3)C2)CN2N=CC(=C2C)C=2C(=NC(=CC2)N2CC3=C(C=CC=C3CC2)C(NC=2SC3=C(N2)C=CC=C3)=O)C(=O)NCC(=O)O